N1(C(CCC1)=O)[SiH](CC)CC pyrrolidinonyl-diethyl-silane